CC1(OC2=C(C(=C(C(=C2CC1)C)O)C)C)CCCC(CCCC(CCCC(C)C)C)C (+-)-2,5,7,8-tetramethyl-2-(4,8,12-trimethyl-tridecyl)-6-chromanol